ONC(C(CCCCCCCCCCCC)S(=O)(=O)O)=O 1-(hydroxyamino)-1-oxotetradecane-2-sulfonic acid